dimethyl 2,6-dimethoxy-[1,1'-biphenyl]-4,4'-dicarboxylate COC1=C(C(=CC(=C1)C(=O)OC)OC)C1=CC=C(C=C1)C(=O)OC